(Z)-4-bromo-2-((4-hydroxy-1-(4-hydroxyphenyl)-3-oxobutan-2-ylimino)methyl)phenyl-isobutyrate BrC1=CC(=C(C=C1)OC(C(C)C)=O)\C=N/C(CC1=CC=C(C=C1)O)C(CO)=O